[3-(1H-Benzimidazol-2-yl)-4-chlorophenyl]-4-[2-(dimethylamino)ethylamino]sulfonyl-2-chlorobenzamide 3-Oxopropionate O=CCC(=O)O.N1C(=NC2=C1C=CC=C2)C=2C=C(C=CC2Cl)C=2C(=C(C(=O)N)C=CC2S(=O)(=O)NCCN(C)C)Cl